Tert-butyl ((1s,3s)-3-(piperazin-1-yl)cyclobutyl)carbamate N1(CCNCC1)C1CC(C1)NC(OC(C)(C)C)=O